2,2-dianilino-4-dimethylaminoethyl-[1,3]-dioxolane N(C1=CC=CC=C1)C1(OCC(O1)CCN(C)C)NC1=CC=CC=C1